1-(furan-2-yl)propan-2-en-1-one O1C(=CC=C1)C(C=C)=O